(Sa)-6-(1-((racemic)-1-([1,1'-Biphenyl]-4-yl)ethyl-1,2,2,2-d4)-4-chloro-1H-indazole-7-carboxamido)spiro[3.3]heptane-2-carboxylic acid C1(=CC=C(C=C1)[C@](C([2H])([2H])[2H])([2H])N1N=CC2=C(C=CC(=C12)C(=O)NC1CC2(CC(C2)C(=O)O)C1)Cl)C1=CC=CC=C1 |r|